Phthalidyl ether C1(=O)OC(C2=CC=CC=C12)OC1OC(=O)C2=CC=CC=C12